C(C)(C)(C)OC(=O)N1[C@H](CN(CC1)C1=NC(=NC(=C1[N+](=O)[O-])CC1(CCC2=C(C=C(C=C12)F)Cl)C(=O)OC)Cl)CC#N (2S)-4-(2-chloro-6-((4-chloro-6-fluoro-1-(methoxycarbonyl)-2,3-dihydro-1H-inden-1-yl)methyl)-5-nitropyrimidin-4-yl)-2-(cyanomethyl)piperazine-1-carboxylic acid tert-butyl ester